N=1C=NN2C1C=C(C=C2)OC2=C(C=C(C=C2)NC2=NC=NN1C2=C(C=C1)C1CCN(CC1)C(/C=C/C(=O)OC(C)(C)C)=O)C tert-butyl (E)-4-(4-(4-((4-([1,2,4]triazolo[1,5-a]pyridin-7-yloxy)-3-methylphenyl)amino)pyrrolo[2,1-f][1,2,4]triazin-5-yl)piperidin-1-yl)-4-oxobut-2-enoate